4-methyl-6-oxo-1-(4-trifluoromethylphenyl)-1,6-dihydropyridazine-3-carboxamide CC=1C(=NN(C(C1)=O)C1=CC=C(C=C1)C(F)(F)F)C(=O)N